OCCN(C1=CC=C(C=C1)C(C)(C)C)CCO N,N-bis-(2-hydroxyethyl)-4-tert-butylaniline